C(C=C)OC(C(C(=O)OCC=C)=CC1=CC=CC=C1)=O.FC=1C(=C(C=CC1F)C1CCN(CC1)C(=O)C1=NNC2=C1CN(CC2)CC(C)(C)C)C(F)(F)F (4-(3,4-difluoro-2-(trifluoromethyl)phenyl)piperidin-1-yl)(5-neopentyl-4,5,6,7-tetrahydro-1H-pyrazolo[4,3-c]pyridin-3-yl)methanone Bis(prop-2-enyl)2-benzylidenepropanedioate